C12CN(CC(O1)C2)C[C@@H]2[C@H]([C@]1([C@](C3=C(C=NC=C3OC)O1)([C@@H]2O)O)C2=CC=C(C=C2)Br)C2=CC=CC=C2 |r| rac-(4bS,5R,6S,7S,7aR)-6-((6-oxa-3-azabicyclo[3.1.1]heptan-3-yl)methyl)-7a-(4-bromophenyl)-4-methoxy-7-phenyl-5,6,7,7a-tetrahydro-4bH-cyclopenta[4,5]furo[2,3-c]pyridine-4b,5-diol